potassium 2-(2,6-dichlorophenyl)ethyl-trifluoro-boranuide ClC1=C(C(=CC=C1)Cl)CC[B-](F)(F)F.[K+]